N1NCC=2C1=NC=CC2 2,3-dihydro-1H-pyrazolo[3,4-b]pyridin